ClC1=CC=C(C=C1)C(N1CCN(CC1)CC=1C=C(C=CC1C(F)(F)F)N(CCN(C)C)C)C1=CC=CC=C1 N1-(3-((4-((4-chloro-phenyl)(phenyl)methyl)piperazin-1-yl)methyl)-4-(trifluoromethyl)phenyl)-N1,N2,N2-trimethylethan-1,2-diamine